(S)-2-chloro-4-oxo-4,6,7,8-tetrahydropyrrolo[1,2-a]pyrimidine ClC=1N=C2N(C(C1)=O)CCC2